COC=1C=C(C=CC1)CCC#N 3-(3-methoxyphenyl)propionitril